C(#N)C=1C=C(C=C(C1)F)B(O)O 3-CYANO-5-FLUOROPHENYLBORONIC ACID